FC1=CC(=C(C=C1)C1(CC1)C#N)I 1-(4-fluoro-2-iodophenyl)cyclopropane-1-carbonitrile